C(C=C)OC(C(COC(=O)OC(C)N1N=C(C(=N1)C=1N=C(SC1Cl)C1=CC(=CC=C1)C(F)(F)F)C#N)(C)C)=O 3-(1-{4-[5-chloro-2-(3-trifluoromethyl-phenyl)-thiazol-4-yl]-5-cyano-2H-[1,2,3]triazol-2-yl}-ethoxycarbonyloxy)-2,2-dimethyl-propionic acid allyl ester